8-chloro-2-methyl-5-[[2-[3-([1,2,4]triazolo[4,3-a]pyridin-7-yl)propyl]-2-azaspiro[3.3]heptan-6-yl]oxy]isoquinolin-1-one ClC=1C=CC(=C2C=CN(C(C12)=O)C)OC1CC2(CN(C2)CCCC2=CC=3N(C=C2)C=NN3)C1